ClC1=CC(=C(C(=N1)C1=CC=C(C=C1)F)OCOC)I 6-chloro-2-(4-fluorophenyl)-4-iodo-3-(methoxymethoxy)pyridine